C(C)(C)(C)OC(=O)N1CC2(CCOCC2)N2C=3N=C(N=CC3N=C21)NC=2C(=CC=1N(C2)N=CN1)C 2-((7-methyl-[1,2,4]triazolo[1,5-a]pyridin-6-yl)amino)-2',3',5',6'-tetrahydrospiro[imidazo[1,2-e]purin-8,4'-pyran]-6(7H)-carboxylic acid tert-butyl ester